4,4-bis((Tertbutyldimethylsilyl)oxy)5-chloro-2-(hydroxymethyl)[1,1-biphenyl]-2-ol C(C)(C)(C)[Si](OC1(CC(C(=CC1Cl)C1=CC=CC=C1)(O)CO)O[Si](C)(C)C(C)(C)C)(C)C